3H-pyrazolo[3,4-h]isoquinoline C1=NNC=2C=CC=3C=CN=CC3C21